7-methoxy-4-((5-methoxy-6-((5-methoxypyridin-2-yl)methoxy)pyridin-3-yl)methyl)quinoline COC1=CC=C2C(=CC=NC2=C1)CC=1C=NC(=C(C1)OC)OCC1=NC=C(C=C1)OC